BrC=1SC=2N=CN=C(C2N1)N1CCC2=CC(=CC=C12)F 2-bromo-7-(5-fluoroindolin-1-yl)thiazolo[5,4-d]pyrimidine